N-({6-[({[1,1'-bi(cyclopropane)]-1-yl}amino)methyl]imidazo[1,2-a]pyridin-2-yl}methyl)-4-oxo-4H-pyrido[1,2-a]pyrimidine-2-carboxamide C1(CC1)(C1CC1)NCC=1C=CC=2N(C1)C=C(N2)CNC(=O)C=2N=C1N(C(C2)=O)C=CC=C1